C(C)(C)(C)C1=CC=C(OC2CC3(CN(C3)C(=O)C3CC(C3)(C)O)C2)C=C1 (6-(4-(tert-Butyl)phenoxy)-2-azaspiro[3.3]heptan-2-yl)((1s,3s)-3-hydroxy-3-methylcyclobutyl)methanon